[Pb].[As] Arsenic-lead